(S)-2-(2,6-dichlorobenzoylamino)-3-(1,4-dimethyl-2-oxo-6-(trifluoromethyl)-1,2-dihydro-[3,5'-biquinolin]-8'-yl)propionic acid ClC1=C(C(=O)N[C@H](C(=O)O)CC2=CC=C(C=3C=CC=NC23)C=2C(N(C3=CC=C(C=C3C2C)C(F)(F)F)C)=O)C(=CC=C1)Cl